1-(1-methyl-6-(pyridin-2-yl)-2,3-dihydro-1H-indene-2-carbonyl)indoline-6-sulfonamide CC1C(CC2=CC=C(C=C12)C1=NC=CC=C1)C(=O)N1CCC2=CC=C(C=C12)S(=O)(=O)N